C[C@@H]1CN(C[C@H]2N1C[C@@H](C2)NC2=NC=1CC(NCC1C=C2)C)C2=C1C=CC=NC1=C(C=C2)C#N 5-[(4R,7R,8aS)-4-methyl-7-[(7-methyl-5,6,7,8-tetrahydro-1,6-naphthyridin-2-yl)amino]-3,4,6,7,8,8a-hexahydro-1H-pyrrolo[1,2-a]pyrazin-2-yl]quinoline-8-carbonitrile